[4-(4-ethylcyclohexanecarbonyl)oxy-3-formyl-phenyl] 4-(6-prop-2-enoyloxyhexoxy)benzoate C(C=C)(=O)OCCCCCCOC1=CC=C(C(=O)OC2=CC(=C(C=C2)OC(=O)C2CCC(CC2)CC)C=O)C=C1